BrC=1C(=C(C(=C(C1)NC(OC(C)(C)C)=O)F)C)I tert-Butyl (5-bromo-2-fluoro-4-iodo-3-methylphenyl)carbamate